C(#N)C1=CC=C(C=C1)C(C(=O)O)CO (4-cyanophenyl)-3-hydroxypropionic acid